C(C)(C)(C)OC(=O)O[C@@H]1[C@H]([C@H](N(C1)C(=O)OC(C)(C)C)CC1=CC=C(C=C1)OC)OC(NCC=1N=NNN1)=O tert-butyl (2R,3S,4S)-4-[(tert-butoxy carbonyl)oxy]-2-[(4-methoxyphenyl)methyl]-3-{[(2H-1,2,3,4-tetrazol-5-ylmethyl)carbamoyl] oxy}pyrrolidine-1-carboxylate